F[C@@H]1C[C@H](N(C1)C(CN1N=C(C2=CC(=CC=C12)C1=CN=NC=C1)C(=O)N)=O)C(N[C@@H]1[C@H](CCCC1)O)=O 1-(2-((2S,4R)-4-fluoro-2-((1S,2S)-2-hydroxycyclohexyl-carbamoyl)pyrrolidin-1-yl)-2-oxoethyl)-5-(pyridazin-4-yl)-1H-indazole-3-carboxamide